4-chloro-5-methylisothiazol-3-amine ClC=1C(=NSC1C)N